CN(C1=CC=C(OCCCSCC2=NNC(O2)=S)C=C1)C 5-[(4-dimethylaminophenoxypropylthio)methyl]-1,3,4-oxadiazole-2(3H)-thione